(S*)-3-(2-(3-aminoprop-1-yn-1-yl)benzofuran-4-yl)piperidine-2,6-dione TFA salt OC(=O)C(F)(F)F.NCC#CC=1OC2=C(C1)C(=CC=C2)[C@H]2C(NC(CC2)=O)=O |o1:20|